BrC1=CN=C2N1C(=CC=C2)OC 3-bromo-5-methoxyimidazo[1,2-a]pyridine